BrC1=C(OC2=CC=C3C(=N2)C[C@@H]2C=C(C[C@]3([C@@H]2C=C)N(C)C)C)C=CC=C1 (5R,9R,11R)-2-(2-bromophenoxy)-N,N,7-trimethyl-11-vinyl-9,10-dihydro-5,9-methanocycloocta[b]pyridin-5(6H)-amine